CC=1N=C2C(=NC1)C(=NC(=C2)C2CC(OCC2)C=2C=NN(C2)C2CC2)C21CC(C2)(C1)C(F)(F)F 2-methyl-7-[2-(1-cyclopropylpyrazol-4-yl)tetrahydropyran-4-yl]-5-[3-(trifluoromethyl)-1-bicyclo[1.1.1]pentanyl]pyrido[3,4-b]pyrazine